ClC1=C(C=CC(=C1)F)NC1=NC=CC(=N1)N1C=C(C=C1)C(=O)N[C@H](CO)C1=CC(=CC=C1)Cl (S)-1-(2-((2-chloro-4-fluorophenyl)-amino)pyrimidin-4-yl)-N-(1-(3-chlorophenyl)-2-hydroxyethyl)-1H-pyrrole-3-carboxamide